tetrahydrofuran-3-yl ((S)-sec-butyl)carbamate [C@H](C)(CC)NC(OC1COCC1)=O